C(CC)C=1C(NC(NC1)=O)=O 5-propyluracil